2,2-difluoro-2-(3-nitro-2-pyridyl)acetic acid FC(C(=O)O)(C1=NC=CC=C1[N+](=O)[O-])F